CC1(CCC(CC1)CN1CCC2(CC1)COC1=C3CN(C(C3=CC=C12)=O)C1C(NC(CC1)=O)=O)C 3-(1'-((4,4-dimethylcyclohexyl)methyl)-6-oxo-6,8-dihydro-2H,7H-spiro[furo[2,3-e]isoindole-3,4'-piperidin]-7-yl)piperidine-2,6-dione